4-(1-(3-(2,4-Difluorophenoxy)-1,6-naphthyridin-7-yl)-2,2,2-trifluoroethyl)-2,2-dimethylmorpholine FC1=C(OC=2C=NC3=CC(=NC=C3C2)C(C(F)(F)F)N2CC(OCC2)(C)C)C=CC(=C1)F